4-(4-methyl-2H-1,2,3-triazol-2-yl)benzonitrile CC1=NN(N=C1)C1=CC=C(C#N)C=C1